C1(CCCC1)N(C(=O)OCC1=C(C=NN1C)C=1N=C(C(=NC1)OC1CCCCC1)C)C (1S,3S)-3-((5-(5-(((Cyclopentyl(methyl)carbamoyl)oxy)methyl)-1-methyl-1H-pyrazol-4-yl)-3-methylpyrazin-2-yl)oxy)cyclohexan